1,3-dimethylamino-5-methylcyclohexane CNC1CC(CC(C1)C)NC